C1(CCCCC1)NP(N)(N)=O cyclohexyl-phosphoric triamide